N-((2-(2,6-Dioxopiperidin-3-yl)-1-oxoisoindolin-5-yl)methyl)-3-phenyl-1H-pyrazole-5-carboxamide O=C1NC(CCC1N1C(C2=CC=C(C=C2C1)CNC(=O)C1=CC(=NN1)C1=CC=CC=C1)=O)=O